n-Octylphosphat C(CCCCCCC)OP(=O)([O-])[O-]